2-(1-((3S,5R)-1-benzyl-5-((tert-butyldimethylsilyl)oxy)piperidin-3-yl)-2-oxo-3-(4-phenoxyphenyl)-2,3-dihydro-1H-imidazo[4,5-c]pyridin-4-yl)isoindoline-1,3-dione C(C1=CC=CC=C1)N1C[C@H](C[C@H](C1)O[Si](C)(C)C(C)(C)C)N1C(N(C=2C(=NC=CC21)N2C(C1=CC=CC=C1C2=O)=O)C2=CC=C(C=C2)OC2=CC=CC=C2)=O